(R)-8-acetyl-3-(2-(4-(4-fluorophenyl)piperazin-1-yl)ethyl)-2,8-diazaspiro[4.5]decan-1-one C(C)(=O)N1CCC2(C[C@@H](NC2=O)CCN2CCN(CC2)C2=CC=C(C=C2)F)CC1